COC1=CC=C(C=C1)C(C)(C)C=1N=C(SC1)NC(NCCCC(=O)NC1CCN(CC1)C)=O 4-(3-(4-(2-(4-methoxyphenyl)propan-2-yl)thiazol-2-yl)ureido)-N-(1-methylpiperidin-4-yl)butanamide